Cyclohexylaminomethyltriethoxysilan C1(CCCCC1)NC[Si](OCC)(OCC)OCC